C(C)(C)(C)OC(=O)N1CCN(CC1)CC1=CC(=C(C(=O)O)C=C1)C(F)(F)F 4-((4-(t-butoxycarbonyl)piperazin-1-yl)methyl)(trifluoromethyl)benzoic acid